C(#N)C(C)(C)C=1C=C(C(=O)O)C=C(C1)F 3-(2-cyanopropan-2-yl)-5-fluorobenzoic acid